NCC(CN)OCC(=O)O 2-((1,3-diaminopropan-2-yl)oxy)acetic acid